C(C1=CC=CC=C1)OCCC1COC2=C3C(=CC=C2C1)C(OC3)=O 3-(2-(benzyloxy)ethyl)-3,4-dihydro-2H-furo[3,4-h]chromen-7(9H)-one